N[C@H](C(=O)O)CCC1=C(C=C(C=C1)Cl)F (2S)-2-amino-4-(4-chloro-2-fluoro-phenyl)butanoic acid